4,4'-(phthalazine-1,4-diyl)bis(N,N-diphenylaniline) C1(=NN=C(C2=CC=CC=C12)C1=CC=C(N(C2=CC=CC=C2)C2=CC=CC=C2)C=C1)C1=CC=C(N(C2=CC=CC=C2)C2=CC=CC=C2)C=C1